[Br-].ClC=1C=C(C=CC1)C=1C=[N+](C=C(C1)CC(=O)OCC)CC1=CC=C(C=C1)C(F)(F)F 3-(3-chlorophenyl)-5-(2-ethoxy-2-oxoethyl)-1-(4-(trifluoromethyl)benzyl)pyridin-1-ium bromide